C(C)(C)C=1C=C(C=CC1)C12CNCC2C1 1-(3-Isopropylphenyl)-3-azabicyclo[3.1.0]hexane